C1(CCCC1)C1=CNC=2N=CN=C(C21)N[C@@H]2CC[C@@H](N(C2)C(=O)OCC2=CC=CC=C2)C benzyl (2S,5R)-5-((5-cyclopentyl-7H-pyrrolo[2,3-d]pyrimidin-4-yl)amino)-2-methylpiperidine-1-carboxylate